7-chloro-2-methyl-4-[[2-[(2S)-3-(5-chloro-6-oxo-1H-pyridazin-4-yl)-2-methyl-propyl]-2-azaspiro[3.3]heptan-6-yl]methyl]isoindolin-1-one ClC=1C=CC(=C2CN(C(C12)=O)C)CC1CC2(CN(C2)C[C@H](CC=2C=NNC(C2Cl)=O)C)C1